C[C@@H](C(=O)N[C@@H](CCC(=O)N[C@@H](CCC(=O)O)C(=O)O)C(=O)O)OP(=O)(O)OC[C@H]([C@H]([C@H](CN1C2=C(C=CC(=C2)OP(=O)(O)OC[C@@H]3[C@H]([C@H]([C@@H](O3)N4C=NC5=C4N=C(NC5=O)N)O)O)C=C6C1=NC(=O)NC6=O)O)O)O The molecule is 8-OH guanylated form of the deazaflavin coenzyme F420. It has a role as a coenzyme. It is a member of pyrimidoquinolines and a ribitol phosphate. It derives from a 7,8-didemethyl-8-hydroxy-5-deazariboflavin and a guanosine 5'-monophosphate.